C(#N)C=1C=CC(=C2C=CC=NC12)N1CC2=NN(C(=C2C1)C)CC(=O)O 2-(5-(8-Cyanoquinolin-5-yl)-3-methyl-5,6-dihydropyrrolo[3,4-c]pyrazol-2(4H)-yl)acetic acid